3-(N-methyl-N-phenylsulfamoyl)-N-(pyridin-3-yl)benzamide CN(S(=O)(=O)C=1C=C(C(=O)NC=2C=NC=CC2)C=CC1)C1=CC=CC=C1